OC1=C(OCC(=O)N(CC=2SC=CC2)C2=CC=NN2)C=CC(=C1)C 2-(2-hydroxy-4-methylphenoxy)-N-(1H-pyrazol-5-yl)-N-(thiophen-2-ylmethyl)acetamide